C1=CC2=C(C=C1C(F)(F)F)NC(=O)N2C3=C(C=CC(=C3)C(F)(F)F)O The molecule is a member of the class of benzimidazoles that is 1,3-dihydro-2H-benzimidazol-2-one in which the hydrogens at positions 1 and 5 are replaced are replaced by 2-hydroxy-5-(trifluoromethyl)phenyl and trifluoromethyl groups, respectively. It is an opener/activator of the large-conductance calcium-activated potassium channel (Bkca). It has a role as a potassium channel opener. It is a member of benzimidazoles, a member of phenols and a member of (trifluoromethyl)benzenes.